2-((tert-Butoxycarbonyl)amino)-5-methylthiazole-4-carboxylic acid methyl ester COC(=O)C=1N=C(SC1C)NC(=O)OC(C)(C)C